methylnitrate CO[N+](=O)[O-]